C(C)(C)(C)OC(=O)N1CCN(CC1)C=1C=C2COC(C2=CC1)=O.O=C1N(CC2=CC(=CC=C12)N1CCNCC1)C1C(NC(CC1)=O)=O 3-(1-Oxo-5-(piperazin-1-yl)isoindolin-2-yl)piperidine-2,6-dione tert-Butyl-4-(1-oxo-1,3-dihydroisobenzofuran-5-yl)piperazine-1-carboxylate